tert-butyl N-[(2R,3S)-3-fluoro-1-{4-[(thiophen-2-ylmethyl)amino]-2,7-bis[2-(trimethylsilyl)ethynyl]furo[3,2-d]pyrimidin-6-yl}butan-2-yl]carbamate F[C@H]([C@@H](CC1=C(C=2N=C(N=C(C2O1)NCC=1SC=CC1)C#C[Si](C)(C)C)C#C[Si](C)(C)C)NC(OC(C)(C)C)=O)C